C(C1=CC=CC=C1)OCC1=CC(=C(C=C1)NC(C1=CC(=CC=C1)C1=NC(=C(N=C1)C)NS(=O)(=O)C)=O)F N-(4-((benzyloxy)methyl)-2-fluorophenyl)-3-(5-methyl-6-(methylsulfonamido)pyrazin-2-yl)benzamide